Isopropyl (S)-6-(4-ethyl-3-(hydroxymethyl)-5-oxo-4,5-dihydro-1H-1,2,4-triazol-1-yl)-5-fluoro-2-((1,1,1-trifluoropropan-2-yl)oxy)nicotinate C(C)N1C(=NN(C1=O)C1=NC(=C(C(=O)OC(C)C)C=C1F)O[C@H](C(F)(F)F)C)CO